N[C@H]1CCC2=CC(=CC=C12)N1C(=NC=2C1=NC(=C(C2)F)N2N=CC=C2)C=2C(=NC=CC2)N 3-{3-[(1S)-1-amino-2,3-dihydro-1H-inden-5-yl]-6-fluoro-5-(pyrazol-1-yl)imidazo[4,5-b]pyridin-2-yl}pyridin-2-amine